2,2,2-trifluoro-N-[2-(2-thienyl)ethyl]acetamide FC(C(=O)NCCC=1SC=CC1)(F)F